(Z)-oxo-cycloheptadec-8-en-2-one O=C1C(CCCCC\C=C/CCCCCCCC1)=O